N,N'-bis(2-methylphenyl)formAmidine CC1=C(C=CC=C1)NC=NC1=C(C=CC=C1)C